OCC1=C(C=C(C=C1)NC([C@H](C)NC(OC(C)(C)C)=O)=O)I (S)-tert-butyl (1-((4-(hydroxymethyl)-3-iodophenyl)amino)-1-oxopropan-2-yl)carbamate